N1(CCCCC1)CCOCCN(C(C)C)C 2-[2-(1-piperidinyl)ethoxy]ethyl-N-methyl-N-isopropyl-amine